CN1C(=NN=C1)S[C@@H](C)C=1C=C(C=CC1)NC(C1=CC(=CC=C1)C(F)(F)F)=O (S)-N-(3-(1-((4-Methyl-4H-1,2,4-triazol-3-yl)thio)ethyl)phenyl)-3-(trifluoromethyl)benzamide